6-chloro-4-[3-(2-fluoro-4-methyl-phenoxy)-7,8-dihydro-5H-1,6-naphthyridin-6-yl]-2-methyl-quinazoline ClC=1C=C2C(=NC(=NC2=CC1)C)N1CC=2C=C(C=NC2CC1)OC1=C(C=C(C=C1)C)F